3-(2,5-Dioxo-4-(thiazol-2-yl)imidazolidin-4-yl)propionic acid tert-butyl ester C(C)(C)(C)OC(CCC1(NC(NC1=O)=O)C=1SC=CN1)=O